COC1=CC=C(C=C1)N(S(=O)(=O)NCl)C N-(4-methoxyphenyl)-N-methylchlorosulfamide